tert-butyl 2-(4-bromo-6-chloro-9H-carbazol-1-ylamino)ethylcarbamate BrC1=CC=C(C=2NC3=CC=C(C=C3C12)Cl)NCCNC(OC(C)(C)C)=O